FC1(CN(C[C@@H]1OC1=NC=NC(=C1)C(F)(F)F)C=1C=2N(N=C(C1)C=1C(NC(NC1)=O)=O)C(=CN2)F)F (S)-5-(8-(3,3-difluoro-4-((6-(trifluoromethyl)pyrimidin-4-yl)oxy)pyrrolidin-1-yl)-3-fluoroimidazo[1,2-b]pyridazin-6-yl)pyrimidine-2,4(1H,3H)-dione